5-[2-(2,4-difluorophenoxy)-5-(methylsulfonylmethyl)phenyl]-7-methylimidazo[1,5-a]pyrazin-8-one FC1=C(OC2=C(C=C(C=C2)CS(=O)(=O)C)C2=CN(C(C=3N2C=NC3)=O)C)C=CC(=C1)F